3-(cyclopropylmethyl)-7-[(1S)-1-(2,4-difluorophenoxy)ethyl]-8-(trifluoromethyl)[1,2,4]triazolo[4,3-a]pyridine C1(CC1)CC1=NN=C2N1C=CC(=C2C(F)(F)F)[C@H](C)OC2=C(C=C(C=C2)F)F